C(O)NC(=O)NCO 1,3-dimethylolurea